CN1C(C(=CC=C1)C=1N=NC(=CC1)NC1C[C@@H]2[C@@H](CN(C2)CC2CCOCC2)C1)=O 1-methyl-3-(6-(((3aR,5s,6aS)-2-((tetrahydro-2H-pyran-4-yl)methyl)octahydrocyclopenta[c]pyrrol-5-yl)amino)pyridazin-3-yl)pyridin-2(1H)-one